N[C@H](C(=O)O)CC=1C(=C(C=CC1)C1=CC=CC=C1)C (S)-2-amino-3-(2-methyl-[1,1'-biphenyl]-3-yl)propanoic acid